methyl 4-(methyl-d3)-3-oxohexanoate C(C(C(CC(=O)OC)=O)CC)([2H])([2H])[2H]